bis-decyl malonate C(CC(=O)OCCCCCCCCCC)(=O)OCCCCCCCCCC